CO[C@@]1(COCCC1)C1=CC(=CC(=N1)N1N=C(C=2C=NC(=CC21)NC(=O)N)C)OCC2COC2 (R)-1-(1-(6-(3-Methoxytetrahydro-2H-pyran-3-yl)-4-(oxetan-3-ylmethoxy)pyridin-2-yl)-3-methyl-1H-pyrazolo[4,3-c]pyridin-6-yl)urea